4-[3-(2-methoxyphenyl)-1H-pyrazolo[3,4-b]pyridin-4-yl]benzamide COC1=C(C=CC=C1)C1=NNC2=NC=CC(=C21)C2=CC=C(C(=O)N)C=C2